C(C)(C)(C)OC(=O)N1CCC(CC1)(C#N)CCNC=1C=2N(C=C(N1)C1=CC(=NC=C1)Cl)C=C(N2)C(N)=O 4-{[2-Carbamoyl-6-(2-chloro-pyridin-4-yl)-imidazo[1,2-a]pyrazin-8-ylamino]-ethyl}-4-cyano-piperidine-1-carboxylic acid tert-butyl ester